2-((4-((3-(Dimethylamino)propyl)(methyl)amino)phenyl)amino)-5-ethynyl-8-phenylpyrido[2,3-d]pyrimidin-7(8H)-one CN(CCCN(C1=CC=C(C=C1)NC=1N=CC2=C(N1)N(C(C=C2C#C)=O)C2=CC=CC=C2)C)C